3-amino-6,7-dihydropyrano[3,4-c]pyrrol-1(4H)-one NC1=NC(C2=C1COCC2)=O